CN(CCC=1SC2=C(N1)C=C(C=C2)C2N(CC(CC2)C)C(C(=O)NC=2C=NC=C(C(=O)N)C2)=O)C Racemic-5-(2-(2-(2-(2-(dimethylamino)ethyl)benzo[d]thiazol-5-yl)-5-methylpiperidin-1-yl)-2-oxoacetamido)nicotinamide